C1(CC1)NC1=NC(=NC=C1)NC1=CC2=C(NC(N2)=O)C=C1 5-((4-(cyclopropylamino)pyrimidin-2-yl)amino)-1,3-dihydro-2H-benzo[d]imidazol-2-one